ClC=1C=CC=C2CCC(N(C12)CC1=CC=C(C=C1)OC)=O 8-chloro-1-(4-methoxybenzyl)-3,4-dihydroquinolin-2(1H)-one